F[C@@H]1[C@@]2(CCC[C@](C[C@H]1N(C=1N=NC(=CN1)C=1C(=CC(=NC1)N1C=NC=C1)O)C)(N2)C)C 5-(3-(((1S,2S,3R,5R)-2-fluoro-1,5-dimethyl-9-azabicyclo[3.3.1]nonan-3-yl)(methyl)amino)-1,2,4-triazin-6-yl)-2-(1H-imidazol-1-yl)pyridin-4-ol